N~5~-(diaminomethylidene)-L-ornithyl-L-lysyl-L-alpha-aspartyl-L-valyl-L-tyrosine NC(=NCCC[C@H](N)C(=O)N[C@@H](CCCCN)C(=O)N[C@@H](CC(O)=O)C(=O)N[C@@H](C(C)C)C(=O)N[C@@H](CC1=CC=C(C=C1)O)C(=O)O)N